CC=1SC(=C(N1)C(NC1=C(C(=C(C(=C1F)F)C1=CC(=CC=C1)OC([2H])([2H])[2H])F)F)=O)C(=O)O 2-Methyl-4-((2,3,5,6-tetrafluoro-3'-(methoxy-d3)-[1,1'-biphenyl]-4-yl)carbamoyl)thiazole-5-carboxylic acid